O=C([C@H](O)[C@@H](O)[C@H](O)[C@H](O)CO)[O-].[B+3].O=C([C@H](O)[C@@H](O)[C@H](O)[C@H](O)CO)[O-].O=C([C@H](O)[C@@H](O)[C@H](O)[C@H](O)CO)[O-] Boron gluconate